2-(trimethylsilyl)ethyl N-[(1S,3E,5R,8R)-5-hydroxy-8-(hydroxymethyl)cyclooct-3-en-1-yl]carbamate O[C@H]1/C=C/C[C@@H]([C@@H](CC1)CO)NC(OCC[Si](C)(C)C)=O